N-(3-(6-bromooxazolo[4,5-b]pyridin-2-yl)-5-fluoro-2-methylphenyl)-4-cyano-2-fluorobenzamide BrC=1C=C2C(=NC1)N=C(O2)C=2C(=C(C=C(C2)F)NC(C2=C(C=C(C=C2)C#N)F)=O)C